CN(S(=O)(=O)C1=CC2=CC=CC=C2C=C1)C1=C(C(=O)OCCC)C=CC=C1 propyl 2-(N-methyl-β-naphthylsulfonamido)benzoate